4-(2-((3R,5R,8R,9R,10S,13R,14S,17R)-3-hydroxy-3,13-dimethylhexadecahydro-1H-cyclopenta[a]phenanthren-17-yl)acetyl)benzonitrile O[C@@]1(CC[C@@H]2[C@H]3CC[C@@]4([C@H](CC[C@H]4[C@@H]3CC[C@@H]2C1)CC(=O)C1=CC=C(C#N)C=C1)C)C